(R)-6-bromo-N-(1-(3-(difluoromethyl)-2-fluorophenyl)ethyl)-2-methyl-[1,2,4]triazolo[4',3':1,6]pyrido[2,3-d]pyrimidin-4-amine BrC1=CC2=C(N=C(N=C2N[C@H](C)C2=C(C(=CC=C2)C(F)F)F)C)N2C1=NN=C2